tert-butyl (1-(4-fluorophenyl)-2-(prop-1-en-2-yl)-1H-indol-4-yl)carbamate FC1=CC=C(C=C1)N1C(=CC2=C(C=CC=C12)NC(OC(C)(C)C)=O)C(=C)C